N1(CCNCC1)CCNC(OC(C)(C)C)=O tert-butyl (2-(piperazin-1-yl)ethyl)carbamate